tert-Butyl N-(cyanomethyl)-N-(6,7-dichloro-2-methyl-1-oxo-3,4-dihydropyrazino[1,2-a]indol-9-yl)carbamate C(#N)CN(C(OC(C)(C)C)=O)C=1C=2C=C3N(C2C(=C(C1)Cl)Cl)CCN(C3=O)C